C(C)N1CCC(CC1)N(C(=O)C=1N=C(SC1)C=1C=NN(C1)C1=CC=CC=C1)C N-(1-ethylpiperidin-4-yl)-N-methyl-2-(1-phenyl-1H-pyrazol-4-yl)thiazole-4-carboxamide